N1C=C(C=2C1=NC=CC2)C=2SC=C(N2)C=2C=C(C=CC2)[C@@]2(C[C@@H](C=1C2=NC=CC1)O)O (5S,7R)-7-(3-(2-(1H-Pyrrolo[2,3-b]pyridin-3-yl)thiazol-4-yl)phenyl)-6,7-dihydro-5H-cyclopenta[b]pyridine-5,7-diol